C(CCCCCCCCC)(=O)OCC(C)OC(CCCCCCCCC)=O propylene glycol didecanate